FC1=CC(=NC=N1)N1[C@H](CN(CC1)C(=O)OC(C)(C)C)COC tert-butyl (R)-4-(6-fluoropyrimidin-4-yl)-3-(methoxymethyl)piperazine-1-carboxylate